C(#C)C1=CC=C(C=C1)C1=CC(=C(C=2CCOC21)CO)CN(C(C=C)=O)C N-((7-(4-Ethynylphenyl)-4-(hydroxymethyl)-2,3-dihydrobenzofuran-5-yl)methyl)-N-methylacrylamide